C(C1=CC=CC=C1)OC=1C=CC2=C(C(=C(O2)C)C(=O)NC2C[C@H]3CC[C@@H](C2)N3C(=O)OC(C)(C)C)C1 tert-butyl (1R,3s,5S)-3-(5-(benzyloxy)-2-methylbenzofuran-3-carboxamido)-8-azabicyclo[3.2.1]-octane-8-carboxylate